2-n-nonylbenzimidazole C(CCCCCCCC)C=1NC2=C(N1)C=CC=C2